ClCCN(C1=CC=C(C=C1)CCCC(=O)OC(C1=CC=CC=C1)C1=C(C=2C(C3=CC=CC=C3C(C2C(=C1)O)=O)=O)O)CCCl [(1,4-Dihydroxy-9,10-dioxoanthracen-2-yl)-phenylmethyl] 4-[4-[bis(2-chloroethyl)amino]phenyl]butanoate